C(#N)C1=NC2=CC(=CC(=C2N=C1N1CCN(CC1)C1CCOCC1)[C@@H](C)NC1=C(C(=O)O)C=CC=C1)C (R)-2-((1-(2-cyano-7-methyl-3-(4-(tetrahydro-2H-pyran-4-yl)piperazin-1-yl)quinoxalin-5-yl)ethyl)amino)benzoic acid